FC(C1=NN2C(CNCCC2)=C1)(F)F 2-(trifluoromethyl)-5,6,7,8-tetrahydro-4H-pyrazolo[1,5-a][1,4]diazepine